CS(=O)(=O)OCC1CC2(OCCO2)CC1COS(=O)(=O)C 1,4-dioxaspiro-[4.4]nonane-7,8-diylbis(methylene) dimethanesulfonate